bis(methyldiphenyl-phosphine) iridium (I) hexafluorophosphate salt F[P-](F)(F)(F)(F)F.[Ir+].CP(C1=CC=CC=C1)C1=CC=CC=C1.CP(C1=CC=CC=C1)C1=CC=CC=C1